6-hydroxy-N-((1-(4-(1-(tetrahydro-2H-pyran-2-yl)-1H-pyrazol-4-yl)phenyl)piperidin-4-yl)methyl)hexanamide OCCCCCC(=O)NCC1CCN(CC1)C1=CC=C(C=C1)C=1C=NN(C1)C1OCCCC1